(1-methyl)-pseudouridine triphosphate P(O)(=O)(OP(=O)(O)OP(=O)(O)O)OC[C@@H]1[C@H]([C@H]([C@@H](O1)C1=CN(C(=O)NC1=O)C)O)O